4-((S)-6-(3-(difluoromethoxy)-5-fluorophenyl)-4-((3-isopropylphenyl)sulfonyl)-3,4-dihydro-2H-benzo[b][1,4]oxazin-2-yl)bicyclo[2.2.1]heptane-1-carboxylic acid FC(OC=1C=C(C=C(C1)F)C1=CC2=C(O[C@H](CN2S(=O)(=O)C2=CC(=CC=C2)C(C)C)C23CCC(CC2)(C3)C(=O)O)C=C1)F